3-methyl-N-(7-methyl-[1,2,4]triazolo[1,5-a]pyridin-6-yl)-1-(2-oxaspiro[4.5]decan-8-yl)-1H-pyrazolo[3,4-d]pyrimidin-6-amine CC1=NN(C2=NC(=NC=C21)NC=2C(=CC=1N(C2)N=CN1)C)C1CCC2(CCOC2)CC1